FC1=C2C=C(NC2=CC(=C1)F)C(=O)N1C2CCC([C@@H]1C(=O)N[C@@H](C[C@H]1C(NCC1)=O)C(CO)=O)CC2 (R)-2-(4,6-difluoro-1H-indole-2-carbonyl)-N-((S)-4-hydroxy-3-oxo-1-((S)-2-oxopyrrolidin-3-yl)butan-2-yl)-2-azabicyclo[2.2.2]octane-3-carboxamide